2-((S)-4-(7-(8-chloronaphthalen-1-yl)-2-(((S)-1-methylpyrrolidin-2-yl)methoxy)-5,6,7,8-tetrahydropyrido[3,4-d]pyrimidin-4-yl)-1-(2-(hydroxymethyl)acryloyl)piperazin-2-yl)acetonitrile ClC=1C=CC=C2C=CC=C(C12)N1CC=2N=C(N=C(C2CC1)N1C[C@@H](N(CC1)C(C(=C)CO)=O)CC#N)OC[C@H]1N(CCC1)C